C(C(=C)C)(=O)OC1C2OC3C(C(OC13)=O)C2 4,8-dioxatricyclo[4.2.1.03,7]nonan-5-on-2-yl methacrylate